5-methyl-2-(3-nitrophenoxy)pyridin-3-amine CC=1C=C(C(=NC1)OC1=CC(=CC=C1)[N+](=O)[O-])N